potassium fluorosilicon F[Si].[K]